2-(5-chloro-2,3,7,8-tetraphenylbenzo[de]chromen-9-yl)-4,5,6,7-tetrahydro-1H-1,3-diazepine ClC=1C=C2C3=C(C(=C(OC3=C(C(=C2C2=CC=CC=C2)C2=CC=CC=C2)C=2NCCCCN2)C2=CC=CC=C2)C2=CC=CC=C2)C1